C(C)OC=1C=CC(=NC1)C=1N(C(=NN1)C12CC(C1)(C2)NC(OC(C)(C)C)=O)C2=CC=CC=C2 tert-butyl (3-(5-(5-ethoxypyridin-2-yl)-4-phenyl-4H-1,2,4-triazol-3-yl)bicyclo[1.1.1]pentan-1-yl)carbamate